C(C)NC(=O)C1=C(OC2=C1C=CC(=C2)OC2=NC=NC1=CC(=C(C=C21)OCCCCCCC(=O)NO)OC)C n-ethyl-6-((6-((7-(hydroxyamino)-7-oxoheptyl)oxy)-7-methoxyquinazolin-4-yl)oxy)-2-methylbenzofuran-3-carboxamide